5,10,15,20-tetraphenyl-21H,23H-porphine-tetrasulfonic acid C1(=CC=CC=C1)C1(C2C(=C(C(N2)=C(C=2C=CC(=C(C3=CC=C(C(=C4C=C(C1=N4)S(=O)(=O)O)C4=CC=CC=C4)N3)C3=CC=CC=C3)N2)C2=CC=CC=C2)S(=O)(=O)O)S(=O)(=O)O)S(=O)(=O)O